3-{2-[(2-{4-[(1,3-dimethoxypropan-2-yl)oxy]phenyl}pyrimidin-4-yl)methoxy]phenyl}propanoic acid COCC(COC)OC1=CC=C(C=C1)C1=NC=CC(=N1)COC1=C(C=CC=C1)CCC(=O)O